NC=1C(=C(C=CC1N)C1CC(N(CC1)C(=O)OC(C)(C)C)C)OCC(F)F Tert-butyl 4-(3,4-diamino-2-(2,2-difluoroethoxy) phenyl)-2-methylpiperidine-1-carboxylate